tri-Calcium phosphat P(=O)([O-])([O-])[O-].[Ca+2].[Ca+2].[Ca+2].P(=O)([O-])([O-])[O-]